spiro[fluorene-9,2'-indene]-1',3'-dione C1(C2(C(C3=CC=CC=C13)=O)C1=CC=CC=C1C=1C=CC=CC12)=O